2-(4-chlorophenyl)-3-phenoxyquinoline ClC1=CC=C(C=C1)C1=NC2=CC=CC=C2C=C1OC1=CC=CC=C1